C1(CC1)[C@H](C1=CC=2N(N=C1)C=C(N2)[C@H](C2CCC(CC2)(F)F)NC(OC(C)(C)C)=O)N2C(NCC(C2)(F)F)=O tert-Butyl ((S)-(7-((R)-cyclopropyl(5,5-difluoro-2-oxotetrahydropyrimidin-1(2H)-yl)methyl)imidazo[1,2-b]pyridazin-2-yl)(4,4-difluorocyclohexyl)methyl)carbamate